1-(4-((6-(2-((tetrahydro-2H-pyran-4-yl)ethynyl)thiazol-5-yl)isoquinolin-3-yl)oxy)piperidin-1-yl)ethan-1-one O1CCC(CC1)C#CC=1SC(=CN1)C=1C=C2C=C(N=CC2=CC1)OC1CCN(CC1)C(C)=O